NC1=C(C(=O)NCCN2C(NC(C=C2)=O)=O)C(=CC=C1)F 2-amino-N-(2-(2,4-dioxo-3,4-dihydropyrimidin-1(2H)-yl)ethyl)-6-fluoroBenzamide